CN1CCN(CC1)C1=CC=C(C=C1)C=1C=C2C(=NC1)C(=CO2)C2=CC(=CC=C2)S(=O)C 6-(4-(4-methylpiperazin-1-yl)phenyl)-3-(3-(methylsulfinyl)phenyl)furo[3,2-b]pyridine